N-(6-(trifluoromethyl)pyrazin-2-yl)-2-azabicyclo[3.1.0]hexane-3-carboxamide FC(C1=CN=CC(=N1)NC(=O)C1NC2CC2C1)(F)F